thiazoleamidine S1C(=NC=C1)C(=N)N